N-[2-(4,4-difluorocyclohexyl)-4-(2,5-difluorophenyl)-3-pyridyl]-2-isopropyl-pyrimidine-5-carboxamide FC1(CCC(CC1)C1=NC=CC(=C1NC(=O)C=1C=NC(=NC1)C(C)C)C1=C(C=CC(=C1)F)F)F